B(O[Si](C)(C)C)(O[Si](C)(C)C)O[Si](C)(C)C.[Li] lithium tris(trimethylsilyl) borate